(5-(5-(2,3-dihydro-1H-inden-4-yl)-6-methoxy-1-(4-methoxybenzyl)-1H-pyrazolo[4,3-b]pyridin-3-yl)pyridin-2-yl)azetidine-1-carboxylic acid tert-butyl ester C(C)(C)(C)OC(=O)N1C(CC1)C1=NC=C(C=C1)C1=NN(C=2C1=NC(=C(C2)OC)C2=C1CCCC1=CC=C2)CC2=CC=C(C=C2)OC